1-(4-aminobenzyl)pyridin-2(1H)-one NC1=CC=C(CN2C(C=CC=C2)=O)C=C1